COC=1C=C(CN(C=2SC=C(N2)COCCOCCOC2=CC=CC=C2)CC2=CC(=CC=C2)OC)C=CC1 N,N-bis(3-methoxybenzyl)-4-((2-(2-phenoxyethoxy)ethoxy)methyl)thiazol-2-amine